N,N'-bis(4-t-butylphenyl)thiourea C(C)(C)(C)C1=CC=C(C=C1)NC(=S)NC1=CC=C(C=C1)C(C)(C)C